ClC1=C(C=CC=C1)N1C=NC(=C1)C1=NC(=NC=C1C(F)(F)F)NC1CCN(CC1)S(=O)(=O)C 4-(1-(2-Chlorophenyl)-1H-imidazol-4-yl)-N-(1-(methyl-sulfonyl)piperidin-4-yl)-5-(trifluoro-methyl)pyrimidin-2-amine